NCCCCCNC1=C(C(=O)NC=2N=NC(=CC2)N(C)C)C=CC(=C1)C#N ((5-aminopentyl)amino)-4-cyano-N-(6-(dimethylamino)pyridazin-3-yl)benzamide